C1(CC1)CN1N=CC=C1C(=O)N[C@H](C(=O)NC1=NC(=C(C=C1)C=1C(=[N+](C=C(C1)C)[O-])C)F)C(C1CC1)C1CC1 2-(cyclopropylmethyl)-N-[(1S)-1-(dicyclopropylmethyl)-2-[[5-(2,5-dimethyl-1-oxido-pyridin-1-ium-3-yl)-6-fluoro-2-pyridyl]amino]-2-oxo-ethyl]pyrazole-3-carboxamide